NC1=CC=C(C(=N1)CC)C=1C(=CC=C2C=CC(NC12)=O)F 8-(6-amino-2-ethylpyridin-3-yl)-7-fluoroquinolin-2(1H)-one